BrC1=C(C=CC(=C1F)F)[C@@H]1C(=C(NC(=N1)C=1SC=CN1)C12C3C4C5(C(C14)C2C53)C(=O)O)C(=O)OCC (2S,3S,5S,6S,7S,8S)-4-((S)-6-(2-bromo-3,4-difluorophenyl)-5-(ethoxycarbonyl)-2-(thiazol-2-yl)-3,6-dihydropyrimidin-4-yl)cubane-1-carboxylic acid